N-((2,6-dihydroxy-3'-methyl-4-pentyl-[1,1'-biphenyl]-3-yl)sulfonyl)-2-(thiazol-2-yl)acetamide OC1=C(C(=CC(=C1S(=O)(=O)NC(CC=1SC=CN1)=O)CCCCC)O)C1=CC(=CC=C1)C